N-((1-(4-(trifluoromethyl)phenyl)-1H-indol-3-yl)methyl)acrylamide FC(C1=CC=C(C=C1)N1C=C(C2=CC=CC=C12)CNC(C=C)=O)(F)F